(R)-5-(5-methyl-1,3,4-thiadiazol-2-yl)-N-(8-methylisoquinolin-1-yl)-N-(piperidin-3-yl)picolinamide CC1=NN=C(S1)C=1C=CC(=NC1)C(=O)N([C@H]1CNCCC1)C1=NC=CC2=CC=CC(=C12)C